ClC1=CC=2C(=NSC2N2CCN(CC2)C(C=C)=O)C(=C1C=1C=CC=C2C=CC=NC12)F 1-(4-(5-chloro-7-fluoro-6-(quinolin-8-yl)benzo[c]isothiazol-3-yl)piperazin-1-yl)prop-2-en-1-one